4-Fluoro-1-(4-methoxybenzyl)-1H-pyrazol-3-amine FC=1C(=NN(C1)CC1=CC=C(C=C1)OC)N